CC(C(=O)OC(C)C)(C(C)C)C isopropyl 2,2,3-trimethyl-butyrate